ethoxy-4-[2,3-bis(hydroxymethyl)-4-(4-hydroxy-3-methoxyphenyl)butyl]phenolate C(C)OC1=C(C=CC(=C1)CC(C(CC1=CC(=C(C=C1)O)OC)CO)CO)[O-]